{4-[(5-Bromo-thiophen-2-ylmethyl)-(methyl)amino]-2-trifluoromethyl-phenyl}-carbamic acid propyl ester C(CC)OC(NC1=C(C=C(C=C1)N(C)CC=1SC(=CC1)Br)C(F)(F)F)=O